COC1=C(CN(C2=NC(=NN3C2=NC=C3)O[C@@H](C)CCC)CC3=CC(=C(C=C3)OC)OC)C=CC(=C1)OC (S)-N-(2,4-dimethoxybenzyl)-N-(3,4-dimethoxybenzyl)-2-(pentan-2-yloxy)imidazo[2,1-f][1,2,4]triazin-4-amine